NC1=NC=2C=CC=CC2C2=C1N=C(N2CCCCNS(=O)(=O)C)CC N-[4-(4-Amino-2-ethyl-1H-imidazo[4,5-c]chinolin-1-yl)butyl]-methansulfonamid